[N+](=O)([O-])C1=CC=C(C(=O)N[C@H](C(N2CC=CCC2C=2C=NC=CC2)=O)C)C=C1 4-nitro-N-((2S)-1-oxo-1-(6-(pyridin-3-yl)-5,6-dihydropyridin-1(2H)-yl)propan-2-yl)benzamide